potassium α-naphthaleneacetate C1(=CC=CC2=CC=CC=C12)CC(=O)[O-].[K+]